2-[4-cyclopropyl-6-(difluoromethoxy)pyrimidin-5-yl]-4-[[4-[1-cyclopropyl-4-(trifluoromethyl)imidazol-2-yl]-3-fluoro-phenyl]methoxy]-6-methyl-pyrimidine C1(CC1)C1=NC=NC(=C1C1=NC(=CC(=N1)OCC1=CC(=C(C=C1)C=1N(C=C(N1)C(F)(F)F)C1CC1)F)C)OC(F)F